2-methyl-1-(5-(4,4,5,5-tetramethyl-1,3,2-dioxaborolane-2-yl)-2H-Pyrazol-1-yl)propan-2-ol CC(CN1NCC=C1B1OC(C(O1)(C)C)(C)C)(C)O